FC(CC=[N+]=[N-])(F)F 2-trifluoromethyl-diazoethane